C(C)(C)(C)OC(=O)N1C[C@H](CC1)C1=CC=C(C=C1)F (R)-3-(4-fluorophenyl)pyrrolidine-1-carboxylic acid tert-butyl ester